(S)-7-methoxychroman-4-amine COC1=CC=C2[C@H](CCOC2=C1)N